2-[2-(benzyloxy)-5-bromo-4-methylphenyl]-1,3-dioxolane C(C1=CC=CC=C1)OC1=C(C=C(C(=C1)C)Br)C1OCCO1